ethyl (E)-3-(3-(hydroxymethyl)bicyclo[1.1.1]pentan-1-yl)acrylate OCC12CC(C1)(C2)/C=C/C(=O)OCC